(R)-5,5,5-trifluoro-3-hydroxy-3-methyl-N-((S)-1-(3-(trifluoromethoxy)phenyl)ethyl)pentanamide FC(C[C@](CC(=O)N[C@@H](C)C1=CC(=CC=C1)OC(F)(F)F)(C)O)(F)F